ClC=1C=C(C(=O)NC=2C=C3C(=CN(C3=CC2)C2CCCC2)C#N)C=CN1 2-chloro-N-(3-cyano-1-cyclopentyl-1H-indol-5-yl)isonicotinamide